FC1=CC2=C(NC(=N2)[C@@H](C2=C(C=CC=C2)O)OC2CCN(CC2)C)C=C1 |r| racemic-2-[(5-fluoro-1H-benzimidazol-2-yl)(1-methylpiperidin-4-yloxy)methyl]phenol